thiophene-3-carboxamidospiro[3.3]Heptane-2-carboxylic acid methyl ester COC(=O)C1C(C2(C1)CCC2)NC(=O)C2=CSC=C2